N-(3,5-dichlorophenyl)-4-(4-methoxyphenyl)-[2,4'-bithiazole]-2'-amine ClC=1C=C(C=C(C1)Cl)NC=1SC=C(N1)C=1SC=C(N1)C1=CC=C(C=C1)OC